(6-Fluoro-4-(1,4-dioxa-8-azaspiro[4.5]decan-8-yl)quinolin-3-yl)(4-(pyrrolidine-1-carbonyl)piperazin-1-yl)methanone FC=1C=C2C(=C(C=NC2=CC1)C(=O)N1CCN(CC1)C(=O)N1CCCC1)N1CCC2(OCCO2)CC1